ClC1=CC(N(C=C1)C(C)N1C=NC(=C1)C1=NC(=CN=C1)N(C)C)=O 4-chloro-1-(1-(4-(6-(dimethylamino)pyrazin-2-yl)-1H-imidazol-1-yl)ethyl)pyridin-2(1H)-one